(R)-2-((4-(2-(5-chloropyridin-2-yl)-2-methylbenzo[d][1,3]dioxol-4-yl)piperidin-1-yl)methyl)-4-cyclopropoxy-1-(thiazol-5-ylmethyl)-1H-benzo[d]imidazole ClC=1C=CC(=NC1)[C@]1(OC2=C(O1)C=CC=C2C2CCN(CC2)CC2=NC1=C(N2CC2=CN=CS2)C=CC=C1OC1CC1)C